FC1([C@H]2[C@@H](N(C1)CC1=C([C@@H](N=C(N1)C=1SC=CN1)C1=C(C(=CC=C1)F)C)C(=O)OCC)CNC2=O)F ethyl (S)-6-(((cis)-3,3-difluoro-4-oxohexahydropyrrolo[3,4-b]pyrrol-1(2H)-yl)methyl)-4-(3-fluoro-2-methylphenyl)-2-(thiazol-2-yl)-1,4-dihydropyrimidine-5-carboxylate